CN(CCCCCCNC(C1=NC=C(C=C1)[18F])=O)C N-(6-(dimethyl-amino)hexyl)-5-[18F]fluoropicolinamide